C1(CC1)NC(=O)C=1C=CC(=C(NC2=NC=NN3C2=C(C(=C3)C(=O)NCCC)C)C1)C 4-[5-(cyclopropylcarbamoyl)-2-methylanilino]-5-methyl-N-propylpyrrolo[2,1-f][1,2,4]triazin-6-carboxamide